ClCCOCCOCC(F)(F)F 2-[2-(2-chloroethoxy)ethoxy]-1,1,1-trifluoroethane